BrC=1C=C(C=CC1)[C@@H]1CN(CC2=C(C=C(C=C12)Cl)Cl)C |o1:7| (S or R)-4-(3-bromophenyl)-6,8-dichloro-2-methyl-1,2,3,4-tetrahydroisoquinoline